Ethyl 5,7-dimethylimidazo[1,2-a]pyrimidine-2-carboxylate CC1=CC(=NC=2N1C=C(N2)C(=O)OCC)C